chloro(dicyclopentadienyl)(dimethylaluminum) Cl[Al](C(C1C=CC=C1)C1C=CC=C1)C